3-[2-({3-[(tert-butoxycarbonyl)amino]propyl}carbamoyl)pyridin-4-yl]-N-{[(9H-fluoren-9-yl)methoxy]carbonyl}-L-alanine C(C)(C)(C)OC(=O)NCCCNC(=O)C1=NC=CC(=C1)C[C@H](NC(=O)OCC1C2=CC=CC=C2C=2C=CC=CC12)C(=O)O